3-bromo-2,4-diisopropyl-6-methoxypyridine BrC=1C(=NC(=CC1C(C)C)OC)C(C)C